4-[4-(2-aminoethyl)pyrazol-1-yl]-3-(2-methyl-6-morpholin-4-ylpyrimidin-4-yl)oxybenzonitrile NCCC=1C=NN(C1)C1=C(C=C(C#N)C=C1)OC1=NC(=NC(=C1)N1CCOCC1)C